(2S,4R)-1-{2-[(azetidine-1-carbonyl)amino]acetyl}-N-[(S)-[5-(3,3-difluorocyclobutyl)-6-fluoropyridin-2-yl](phenyl)methyl]-4-fluoropyrrolidine-2-carboxamide N1(CCC1)C(=O)NCC(=O)N1[C@@H](C[C@H](C1)F)C(=O)N[C@@H](C1=CC=CC=C1)C1=NC(=C(C=C1)C1CC(C1)(F)F)F